FC=1C(=C(C=CC1)C(=O)N1[C@@H]2[C@@H](C[C@H](C1)CC2)NC2=NC=C(C=C2)C)N2N=CC=N2 (3-fluoro-2-(2H-1,2,3-triazol-2-yl)phenyl)((1S,4R,6R)-6-((5-methylpyridin-2-yl)amino)-2-azabicyclo[2.2.2]octan-2-yl)methanone